5-chloro-2-hydroxy-N-[4-(trifluoromethyl)-1,3-benzothiazol-2-yl]benzamide ClC=1C=CC(=C(C(=O)NC=2SC3=C(N2)C(=CC=C3)C(F)(F)F)C1)O